1-(4-chloromethylphenyl)-1-ethanol ClCC1=CC=C(C=C1)C(C)O